(6R)-N'-((3-methyl-2-(trifluoromethyl)-6,7-dihydro-5H-cyclopenta[b]pyridin-4-yl)carbamoyl)-6-(methylamino)-6,7-dihydro-5H-pyrazolo[5,1-b][1,3]oxazine-3-sulfonimidamide CC=1C(=C2C(=NC1C(F)(F)F)CCC2)NC(=O)N=S(=O)(N)C=2C=NN1C2OC[C@@H](C1)NC